4-(3-(2-amino-5H-pyrrolo[3,2-d]pyrimidin-7-yl)-5-chlorophenyl)-2-(thiazol-2-yl)but-3-yn-2-ol NC=1N=CC2=C(N1)C(=CN2)C=2C=C(C=C(C2)Cl)C#CC(C)(O)C=2SC=CN2